C(CCCCCCCCCCCCCCCC)N(CCCCCCCCCCCCCCCCCC)O N-heptadecyl-N-octadecylhydroxyl-amine